N-benzyl-1-(2,5-dimethoxy-4-iodophenyl)-2-aminoethane C(C1=CC=CC=C1)NCCC1=C(C=C(C(=C1)OC)I)OC